The molecule is conjugate acid of 1-guanidino-1-deoxy-scyllo-inositol arising from protonation of the guanidino groups; major species at pH 7.3. It is a conjugate acid of a 1-guanidino-1-deoxy-scyllo-inositol. [C@H]1([C@H](C([C@H]([C@@H](C1[NH+]=C(N)N)O)O)O)O)O